N1N=C(N=C1)C(=O)OCCC1(CCCC1)C 1-[(1-methylcyclopentyl) methyl]-methyl 1,2,4-triazole-3-carboxylate